C1(=CC=CC=C1)CCCCCOC(OCCCCCC1=CC=CC=C1)=O.FC=1C=C(C)C=CC1 3-fluorotoluene di(phenylpentyl)carbonate